(7-(2-chloro-5-fluorophenyl)-2,2-dioxo-9-oxo-1,7,8,9-tetrahydro-3H-[1,3,4]oxathiazino[5,6-e]isoindol-6-yl)-3-fluoro-5-(trifluoromethyl)benzamide ClC1=C(C=C(C=C1)F)C1NC(C2=C3C(=CC(=C12)C1=C(C(=O)N)C=C(C=C1F)C(F)(F)F)OCS(N3)(=O)=O)=O